3-(4-(4-(((S)-1-(7-amino-2-(furan-2-yl)-[1,2,4]triazolo[1,5-a][1,3,5]triazin-5-yl)piperidin-3-yl)methyl)piperazin-1-yl)phenyl)-3-hydroxybutanoic acid hydrochloride Cl.NC1=NC(=NC=2N1N=C(N2)C=2OC=CC2)N2C[C@@H](CCC2)CN2CCN(CC2)C2=CC=C(C=C2)C(CC(=O)O)(C)O